C(C)(C)(C)OC(NCC(=O)N1[C@@H](CC(C1)C1=CC(=C(C=C1)OC(F)F)OCC1CC1)CO)=O (2-((2S)-4-(3-(cyclopropylmethoxy)-4-(difluoromethoxy)phenyl)-2-(hydroxymethyl)pyrrolidin-1-yl)-2-oxoethyl)carbamic acid tert-butyl ester